CC1C(NC2=CC=C(C=C12)C1CCNCC1)=O 3-Methyl-5-(piperidin-4-yl)-1,3-dihydro-2H-indol-2-one